(E)-2,6-diamino-5-((4-hydroxyphenyl)diazenyl)pyridin NC1=NC(=C(C=C1)\N=N\C1=CC=C(C=C1)O)N